ethyl(dimethyl)(2-phenylethyl)ammonium bis(trifluoromethanesulfonyl)imide [N-](S(=O)(=O)C(F)(F)F)S(=O)(=O)C(F)(F)F.C(C)[N+](CCC1=CC=CC=C1)(C)C